1-[6-(2-Chlorophenoxy)-3,3-dimethyl-1H,2H,3H-pyrrolo[3,2-c]pyridin-1-yl]-2-[(2R,5R)-5-methyl-2-[(morpholin-4-yl)carbonyl]piperazin-1-yl]ethan-1-one dihydrochloride Cl.Cl.ClC1=C(OC2=CC3=C(C=N2)C(CN3C(CN3[C@H](CN[C@@H](C3)C)C(=O)N3CCOCC3)=O)(C)C)C=CC=C1